(4-aminocyclohexyl) 6-[5-(6-methyl-2-pyridyl)-1H-imidazol-4-yl]quinoline-4-carboxylate CC1=CC=CC(=N1)C1=C(N=CN1)C=1C=C2C(=CC=NC2=CC1)C(=O)OC1CCC(CC1)N